ClC1=CC=NC2=CC(=CC=C12)C1=C(C=C(C(=O)N2CCC3(CCN(C3)C(=O)OC(C)(C)C)CC2)C=C1)F tert-butyl 8-(4-(4-chloroquinolin-7-yl)-3-fluorobenzoyl)-2,8-diazaspiro[4.5]decane-2-carboxylate